ClC1=CC=C2C(=C(NC2=C1Cl)CNC=1SC(=NN1)C)C=1C=NN(C1)C1OCCCC1 N-[[6,7-dichloro-3-(1-tetrahydropyran-2-ylpyrazol-4-yl)-1H-indol-2-yl]methyl]-5-methyl-1,3,4-thiadiazol-2-amine